(3R,4R)-1-(1-((3-(3-chlorophenyl)-1,2-oxazol-5-yl)methyl)-5,6-difluoro-1H-benzimidazol-2-yl)-4-fluoro-3-piperidinamine ClC=1C=C(C=CC1)C1=NOC(=C1)CN1C(=NC2=C1C=C(C(=C2)F)F)N2C[C@H]([C@@H](CC2)F)N